N-[(1S)-2-(3,3-difluoroazetidin-1-yl)cyclopentyl]-5-(trifluoromethyl)pyrimidin-2-amine FC1(CN(C1)C1[C@H](CCC1)NC1=NC=C(C=N1)C(F)(F)F)F